BrC1=CC=2NC3=CC=C(C=C3NC2C=C1)Br 2,7-dibromo-5,10-dihydrophenazine